C(C)N1C2=NC(=NC(=C2N=C1N1CCC2(OCCO2)CC1)N1CCOCC1)C1=CC(=CC=C1)C1=NN(C=C1)C 8-(9-ethyl-2-(3-(1-methyl-1H-pyrazol-3-yl)phenyl)-6-morpholino-9H-purin-8-yl)-1,4-dioxa-8-azaspiro[4.5]decane